tantalum-silicide [Si]#[Si].[Ta]